5-(4-cyclopropyl-6-methoxypyrimidin-5-yl)-3-(4-(1-ethyl-4-(trifluoromethyl)-1H-imidazol-2-yl)-3-fluoro-5-methoxybenzyl)-1-methyl-1H-pyrazolo[4,3-d]pyrimidine C1(CC1)C1=NC=NC(=C1C=1N=CC2=C(N1)C(=NN2C)CC2=CC(=C(C(=C2)OC)C=2N(C=C(N2)C(F)(F)F)CC)F)OC